(2R,4S)-4-([1,1'-biphenyl]-3-ylmethyl)-N-((S)-1-(((6-amino-2-methylpyridin-3-yl)methyl)amino)-1-oxopropan-2-yl)pyrrolidine-2-carboxamide dihydrochloride Cl.Cl.C1(=CC(=CC=C1)C[C@H]1C[C@@H](NC1)C(=O)N[C@H](C(=O)NCC=1C(=NC(=CC1)N)C)C)C1=CC=CC=C1